O[C@H](CNC(=O)C1=NC=C(C=N1)NC(O[C@H](C)[C@H](C)OC1=CC2=C(N=C(S2)C2=C3N=CC(=NC3=CC(=C2)C)OC)C=C1F)=O)C (2R,3S)-3-((5-fluoro-2-(2-methoxy-7-methylquinoxalin-5-yl)benzo[d]thiazol-6-yl)oxy)butan-2-yl (2-(((S)-2-hydroxypropyl)carbamoyl)pyrimidin-5-yl)carbamate